4-(t-butoxycarbonylamino)cyclohexanecarboxylic acid C(C)(C)(C)OC(=O)NC1CCC(CC1)C(=O)O